F[Sb-](F)(F)(F)(F)F.S(C1=CC=CC=C1)[SH+]C1=CC=CC=C1 Thiophenoxyphenylsulfonium hexafluoroantimonat